N-(2-(6-amino-2-fluoro-8-((6-iodo-3-oxo-2,3-dihydro-1H-inden-5-yl)methyl)-9H-purin-9-yl)ethyl)cyclopropane-carboxamide NC1=C2N=C(N(C2=NC(=N1)F)CCNC(=O)C1CC1)CC=1C=C2C(CCC2=CC1I)=O